C(C)C=1C=C(C=CC1)C(NC(=O)C=1C(NC(=CC1)C(F)(F)F)=O)C1=C(C=CC=C1)OC N-((3-ethylphenyl)(2-methoxyphenyl)methyl)-2-oxo-6-(trifluoromethyl)-1,2-dihydropyridine-3-carboxamide